2-(5-(4-(5-chloro-6-methyl-1H-indazol-4-yl)-5-methyl-1-(2-azaspiro[3.3]hept-6-yl)-1H-pyrazol-3-yl)-5,8-diazaspiro[3.5]non-8-yl)-2-methylpropan-1-ol ClC=1C(=C2C=NNC2=CC1C)C=1C(=NN(C1C)C1CC2(CNC2)C1)N1C2(CCC2)CN(CC1)C(CO)(C)C